phenylhexylammonium chloride [Cl-].C1(=CC=CC=C1)CCCCCC[NH3+]